C1(CC1)CN1C(=CC=2C1=NC(=CC2)C2=CC=C(C=C2)CS(=O)(=O)C)C2=NC1=C(N2C)C(=CC(=C1)C(=O)N1C[C@@H](C[C@H](C1)F)N)OC (3R,5R)-1-{2-[1-(cyclopropylmethyl)-6-[4-(methanesulfonylmethyl)phenyl]-1H-pyrrolo[2,3-b]pyridin-2-yl]-7-methoxy-1-methyl-1H-1,3-benzodiazole-5-carbonyl}-5-fluoropiperidin-3-amine